BrC=1C(=C(C=C(C1)F)N)N 3-bromo-1,2-diamino-5-fluorobenzene